P(=O)(OCCCN=[N+]=[N-])(OC1=CC=CC=C1)OC1=CC=CC=C1 3-Azidopropyl diphenyl phosphate